ClC1=NC(=C2N=CN(C2=N1)[C@@H]1O[C@@H]([C@H]([C@H]1O)O)CCP(=O)(OCC)OCC)NC12C[C@]3(C[C@](CC(C1)C3)(C2)C)C (2R,3R,4S,5R)-2-[2-chloro-6-[[(3R,5S)-3,5-dimethyl-1-adamantyl]amino]purin-9-yl]-5-(2-diethoxyphosphorylethyl)tetrahydrofuran-3,4-diol